C(#N)NC1CC(C1)C(=O)NC1=CN=C(S1)[C@H]1C(CCCC1)(C)C (1r,3r)-3-(cyanoamino)-N-{2-[(1R)-2,2-dimethylcyclohexyl]-1,3-thiazol-5-yl}cyclobutane-1-carboxamide